4-bromo-3-(difluoromethoxy)-5-(oxetan-3-ylsulfonyl)-1-trityl-indazole BrC1=C2C(=NN(C2=CC=C1S(=O)(=O)C1COC1)C(C1=CC=CC=C1)(C1=CC=CC=C1)C1=CC=CC=C1)OC(F)F